(E)-4-hydroxy-N'-(4-hydroxy-3,5-dimethoxybenzylidene)-3-methylbenzofuran-2-carbohydrazide OC1=CC=CC2=C1C(=C(O2)C(=O)N/N=C/C2=CC(=C(C(=C2)OC)O)OC)C